rac-dimethylsilylbis(2-methyl-4-phenyl-indenyl)zirconium C[SiH](C)[Zr](C1C(=CC2=C(C=CC=C12)C1=CC=CC=C1)C)C1C(=CC2=C(C=CC=C12)C1=CC=CC=C1)C